3-(6-(1-benzylpiperidin-4-yl)-3-oxo-1,3-dihydro-2H-indazol-2-yl)piperidine-2,6-dione C(C1=CC=CC=C1)N1CCC(CC1)C1=CC=C2C(N(NC2=C1)C1C(NC(CC1)=O)=O)=O